ClC1=C(C(=CC=C1)Cl)COC=1C=NC(=NC1)N1N=C(N=C1)CO (1-{5-[(2,6-dichlorophenyl)methoxy]pyrimidin-2-yl}-1,2,4-triazol-3-yl)methanol